6-(4-(2,2-Difluoroethyl)-1-((5-methoxy-7-methyl-1H-indol-4-yl)methyl)piperazin-2-yl)-2-hydroxynicotinamide FC(CN1CC(N(CC1)CC1=C2C=CNC2=C(C=C1OC)C)C1=NC(=C(C(=O)N)C=C1)O)F